C1(CC1)COC=1C=C(C(=NC1)C(C(=O)N)C)F (5-(cyclopropylmethoxy)-3-fluoropyridin-2-yl)propanamide